α-guluronate O[C@@H]1[C@H](O)[C@H](O)[C@@H](O)[C@H](O1)C(=O)[O-]